stearyl 3,5-di-tert-butyl-4-hydroxycinnamate C(C)(C)(C)C=1C=C(C=CC(=O)OCCCCCCCCCCCCCCCCCC)C=C(C1O)C(C)(C)C